N[C@H](C(=O)NCCCC[C@@H](C(=O)OC(C)(C)C)NC(=O)N[C@H](C(=O)OC(C)(C)C)CCC(=O)OC(C)(C)C)CC=1N=CC2=CC=CC=C2C1 di-tert-butyl (2S)-2-({[(2S)-6-{[(2S)-2-amino-3-(isoquinolin-3-yl)propanoyl]amino}-1-tert-butoxy-1-oxohexan-2-yl]carbamoyl}amino)pentanedioate